N,N'-(5-Amino-3-iminopyridin-2,6(1H,3H)-diyliden)bis(6,7-dimethyl-2-propoxypyrazolo[1,5-a]pyridin-3-amin) NC1=CC(C(NC1=NC=1C(=NN2C1C=CC(=C2C)C)OCCC)=NC=2C(=NN1C2C=CC(=C1C)C)OCCC)=N